(3,3-dimethylpyrrolidin-1-yl)-(3-hydroxypyrrolidin-3-yl)methanone CC1(CN(CC1)C(=O)C1(CNCC1)O)C